C1(=CC=CC2=CC=CC=C12)C1=CC=C(C=C1)NC=1C=C(C=CC1)C1=CC=CC=C1 N-(4-(naphthalen-1-yl)phenyl)-[1,1'-biphenyl]-3-amine